C(C)(C)(C)OC(=O)NCC=1C=C(C=CC1)C1=CC(=CC=2C=COC21)COC2=C(C=CC=C2)[C@@H](C(=O)OCC)NC(=O)C2CC2 (S)-ethyl 2-(2-((7-(3-(((tert-butoxycarbonyl)amino)methyl)phenyl)benzofuran-5-yl)methoxy)phenyl)-2-(cyclopropanecarboxamido)acetate